[6-(2,2-difluoro-5-azaspiro[2.4]heptan-5-yl)-5-fluoro-3-pyridyl]-[4-(5-methyloxazolo[4,5-b]pyridin-2-yl)piperazin-1-yl]methanone FC1(CC12CN(CC2)C2=C(C=C(C=N2)C(=O)N2CCN(CC2)C=2OC=1C(=NC(=CC1)C)N2)F)F